OC1(CCN(CC1)C)C1=CC=C(C=C1)NC1=NC=C2CCN(CC2=C1)C(=O)OC(C)(C)C tert-butyl 7-{[4-(4-hydroxy-1-methylpiperidin-4-yl) phenyl] amino}-1,2,3,4-tetrahydro-2,6-naphthyridine-2-carboxylate